4-Chloro-7-[(3S)-3-{4-[4-({4-[4-(2,4-dioxo-1,3-diazinan-1-yl)-1H-indol-1-yl]piperidin-1-yl}methyl)piperidin-1-yl]phenyl}piperidin-1-yl]-1H-indazole-3-carbonitrile ClC1=C2C(=NNC2=C(C=C1)N1C[C@@H](CCC1)C1=CC=C(C=C1)N1CCC(CC1)CN1CCC(CC1)N1C=CC2=C(C=CC=C12)N1C(NC(CC1)=O)=O)C#N